(S)-2-((4-(6-((4-chloro-2,3-dihydrobenzofuran-7-yl)methoxy)pyridin-2-yl)-5,6-Dihydro-1,2,4-triazine-1(4H)-yl)methyl)-3-(oxetan-2-ylmethyl)-3H-imidazole ClC1=CC=C(C2=C1CCO2)COC2=CC=CC(=N2)N2C=NN(CC2)CC2=NC=CN2C[C@H]2OCC2